4-[2-(6-azaspiro[3.4]oct-6-yl)-4-(cyclopropanecarbonylamino)benzoyl]-3-thiophen-2-ylpiperazine-1-carboxylic acid tert-butyl ester C(C)(C)(C)OC(=O)N1CC(N(CC1)C(C1=C(C=C(C=C1)NC(=O)C1CC1)N1CC2(CCC2)CC1)=O)C=1SC=CC1